2-(3-(4-(2-((R)-4-acetyl-2-methylpiperazin-1-yl)ethoxy)phenyl)ureido)-N-(4-(((2S,4R)-2-methyl-1-propionyl-1,2,3,4-tetrahydroquinolin-4-yl)amino)phenyl)acetamide C(C)(=O)N1C[C@H](N(CC1)CCOC1=CC=C(C=C1)NC(NCC(=O)NC1=CC=C(C=C1)N[C@@H]1C[C@@H](N(C2=CC=CC=C12)C(CC)=O)C)=O)C